[Br-].C1(=CC=CC2=CC=CC=C12)N1C[NH+](C=C1)CCCCCCCC 1-(naphthalen-1-yl)-3-octyl-2H-imidazol-3-ium bromide